naphthotriazole C1=CC=C2C(=C1)C=CC3=NNN=C32